OC1=CC=C(C=N1)C=1C=CC2=C(C=3CN(C(C3C=C2)=O)CC(C(=O)N)=C)C1 2-[[8-(6-hydroxy-3-pyridyl)-3-oxo-1H-benzo[e]isoindol-2-yl]methyl]prop-2-enamide